C1(CC1)C(CN1[C@@](CN2C1=NC(=CC2=O)N2[C@@H](COCC2)C)(C(F)(F)F)C)=O (S)-1-(2-Cyclopropyl-2-oxoethyl)-2-methyl-7-((R)-3-methyl-morpholin-4-yl)-2-trifluoromethyl-2,3-dihydro-1H-imidazo[1,2-a]-pyrimidin-5-one